tantalum nickel selenium silicon [Si].[Se].[Ni].[Ta]